NC1(COC1)CNC1=NC(=NC2=CC=C(C=C12)C)N1CCS(C2=C(C1)C=CC=C2)(=NC2CC2)=O 4-(4-(((3-aminooxetane-3-yl)methyl)amino)-6-methylquinazolin-2-yl)-1-(cyclopropylimino)-2,3,4,5-tetrahydro-1H-1λ4-benzo[f][1,4]thiazepine-1-oxide